(4S)-4-{4-[4-(1,3-Dioxolan-2-yl)piperidin-1-yl]-5-fluoro-2-methoxyphenyl}-3,3-diethylazetidin-2-one O1C(OCC1)C1CCN(CC1)C1=CC(=C(C=C1F)[C@H]1C(C(N1)=O)(CC)CC)OC